(5r,8r)-8-(5-bromo-6-methoxy-2H-indazol-2-yl)-1-azaspiro[4.5]decan-2-one BrC1=CC2=CN(N=C2C=C1OC)C1CCC2(CCC(N2)=O)CC1